6-chloro-N-((3R,4R)-1-(cyclopropylsulfonyl)-3-fluoropiperidin-4-yl)-5-fluoro-7-isopropylpyrrolo[2,1-f][1,2,4]triazin-2-amine ClC=1C(=C2C=NC(=NN2C1C(C)C)N[C@H]1[C@@H](CN(CC1)S(=O)(=O)C1CC1)F)F